ClC1=NC=CC(=C1)C=NS(=O)C(C)(C)C N-((2-chloropyridin-4-yl)methylene)-2-methylpropan-2-sulfinamide